OC1(CC1)C(=O)N1CCP(CC1)(=O)C1=CC2=C(N=C(N=C2N[C@H](C)C2=C(C(=CC=C2)C(F)(F)F)C)C)C=N1 1-(1-hydroxycyclopropane-1-carbonyl)-4-[2-methyl-4-({(1R)-1-[2-methyl-3-(trifluoromethyl)phenyl]ethyl}amino)pyrido[3,4-d]pyrimidin-6-yl]-1,4lambda5-azaphosphinan-4-one